O=C1NC(CCC1NC1=CC(=C(C=C1)N1CCC(CC1)C1C(CN(CC1)C(=O)OC(C)(C)C)(F)F)F)=O tert-butyl 4-[1-[4-[(2,6-dioxo-3-piperidyl)amino]-2-fluoro-phenyl]-4-piperidyl]-3,3-difluoro-piperidine-1-carboxylate